C1(CCC1)SC1=NC=CC=C1C=1C=C2CCC(SC2=CC1)CCC(=O)O 3-[6-(2-cyclobutylsulfanyl-pyridin-3-yl)-thiochroman-2-yl]-propionic acid